FC=1C=C(C=CC1)C=1C=C(C=NC1OC1=CC(=CC=C1)C(F)(F)F)C(=O)N[C@@H](CO)CC 5-(3-fluorophenyl)-N-[(2R)-1-hydroxybutan-2-yl]-6-[3-(trifluoromethyl)phenoxy]pyridine-3-carboxamide